C(C)(=O)OC[C@](C)(F)Br (2R)-2-bromo-2-fluoro-propyl acetate